C(C)(C)(C)OC([C@@H](CN)NC(=O)OC(C)(C)C)=O.C(C)(C)(C)OC(=O)N[C@@H](C(=O)OC(C)(C)C)CNC(C1=CC(=CC(=C1)C)F)=O tert-butyl (R)-2-((tert-butoxycarbonyl)amino)-3-(3-fluoro-5-methylbenzamido)propanoate (R)-tert-butyl-3-amino-2-((tert-butoxycarbonyl)amino)propanoate